Z-12-pentadecyl acetate C(C)(=O)OC(CCCCCCCCCCC)CCC